C(CC)OC1=C(C=CC=C1)C1N(CCC1)C1CCC(=CC1)C1=CC=C(C=C1)C(=O)N 4'-(2-(2-propoxyphenyl)pyrrolidin-1-yl)-2',3',4',5'-tetrahydro-[1,1'-biphenyl]-4-carboxamide